(7S,2S)-N-(6-chloropyrimidin-4-yl)-2-(4-methylpyrimidin-2-yl)cyclopropane-1-carboxamide ClC1=CC(=NC=N1)NC(=O)C1[C@H](C1)C1=NC=CC(=N1)C